2,7-dihydroxy-2H-1,4-benzoxazin-3(4H)-one OC1OC2=C(NC1=O)C=CC(=C2)O